FC1=C(C=CC(=C1)F)N1C(C2=CC=CC=C2C1)=O (2,4-difluorophenyl)isoindolin-1-one